ClC1=CC=C(C=C1)C=1N=C2N(C=CC=C2)C1CN1CC2C(C1)CN(C2)C(=O)C2=C(C=CC(=C2)F)OC [5-{[2-(4-Chlorophenyl)imidazo[1,2-a]pyridin-3-yl]methyl}hexahydropyrrolo[3,4-c]pyrrol-2(1H)-yl](5-fluoro-2-methoxyphenyl)methanone